CC=1C=C2C(C=C(OC2=C(C1)C(C)NC1=C(C(=O)O)C=CC=C1)C=1C=NN(C1)C1=CC=C(C=C1)S(=O)(=O)C)=O 2-[1-[6-Methyl-2-[1-(4-methylsulfonylphenyl)pyrazol-4-yl]-4-oxo-chromen-8-yl]ethylamino]benzoic acid